dicyclohexyl-[3,6-dimethoxy-2-(2,4,6-triisopropylphenyl)phenyl]phosphane methanesulfonate CS(=O)(=O)O.C1(CCCCC1)P(C1=C(C(=CC=C1OC)OC)C1=C(C=C(C=C1C(C)C)C(C)C)C(C)C)C1CCCCC1